FC1=CC2=C(N=CN2)C(=C1)F 5,7-difluorobenzimidazol